CN1CC(C1)(C)[C@@](C=1C=C(C=NC1)C1=NOC(=N1)CC1(CC1)NC(COC)=O)(C1=CC=C(C=C1)C(C)C)O N-[1-(3-{5-[(R)-(1,3-Dimethyl-azetidin-3-yl)-hydroxy-(4-isopropyl-phenyl)-methyl]-pyridin-3-yl}-[1,2,4]oxadiazol-5-ylmethyl)-cyclopropyl]-2-methoxy-acetamide